C[C@]12CC(C[C@](CC1)(N2)C)N(C=2SC=1N=C(N=CC1N2)C=2C=C1N(C=C(N=C1C)C)C2)C N-[(1R,3s,5S)-1,5-dimethyl-8-azabicyclo[3.2.1]oct-3-yl]-5-(1,3-dimethylpyrrolo[1,2-a]pyrazin-7-yl)-N-methyl-[1,3]thiazolo[5,4-d]pyrimidin-2-amine